C(C)(C)(C)OC(=O)N1[C@H](C=2N(C[C@H]1C)N=C(C2)C#N)C (4s,6r)-2-cyano-4,6-dimethyl-6,7-dihydropyrazolo[1,5-a]pyrazine-5(4H)-carboxylic acid tert-butyl ester